ClC=1C=CC2=C([C@H](OCN2C#CC2CC2)C(F)(F)F)C1 (S)-6-chloro-(cyclopropylethynyl)-1,4-dihydro-4-(trifluoromethyl)-2H-3,1-benzoxazine